3-[(2S)-oxetan-2-ylmethyl]-1,3-Benzodiazole-5-Carboxylic acid O1[C@@H](CC1)CN1C=NC2=C1C=C(C=C2)C(=O)O